(8-bromo-3-chloroisoquinolin-5-yl)propionitrile BrC=1C=CC(=C2C=C(N=CC12)Cl)C(C#N)C